1,8-bis(isopropylamino)-3,6-diazaoctane C(C)(C)NCCNCCNCCNC(C)C